aluminum-lanthanum oxide [O-2].[La+3].[Al+3].[O-2].[O-2]